CN1C(C(CC2=CC=CC(=C12)OC1=NC=CC=C1C(F)(F)F)NC(=O)N)=O (1-Methyl-2-oxo-8-((3-(trifluoromethyl)pyridin-2-yl)oxy)-1,2,3,4-tetrahydroquinolin-3-yl)urea